5-(2-methoxybutyl)pyrido[3,2-e][1,2,4]Triazolo[4,3-a]Pyrazine COC(CN1CC=2N(C3=C1C=CC=N3)C=NN2)CC